[K].NC1=C(C(=NC(=C1Cl)F)O)Cl 4-amino-3,5-dichloro-6-fluoro-2-pyridinol potassium